CN1CC=2N(CC1)N=CC2C=2C=C1C(=NC2)NC=C1C1=CC2=CN(N=C2C=C1)C 5-methyl-3-(3-(2-methyl-2H-indazol-5-yl)-1H-pyrrolo[2,3-b]pyridin-5-yl)-4,5,6,7-tetrahydropyrazolo[1,5-a]pyrazine